FC=1C=C2C(C(=CN(C2=CC1F)C1CC1)C(=O)O)=O 6,7-difluoro-1-cyclopropyl-1,4-dihydro-4-oxo-quinoline-3-carboxylic acid